C(C1=CC=CC=C1)OC(=O)N[C@H](C=1N=C2N(N=CC(=N2)C2(CCC(CC2)(F)F)C(=O)OCC)C1)C1CCC(CC1)(F)F Ethyl 1-{6-[(S)-benzyloxycarbonylamino(4,4-difluorocyclohexyl)methyl]imidazo[1,2-b]-[1,2,4]triazin-3-yl}-4,4-difluorocyclohexanecarboxylate